ClC=1C=C(O[C@H](CC(=O)ON2C(CCC2=O)=O)C)C=CC1Cl 2,5-dioxopyrrolidin-1-yl (S)-3-(3,4-dichlorophenoxy)butanoate